O=C1NC=C(C(N1)=O)C=1C=C(C=2N(N1)C=CN2)[C@@H]2[C@H](C2)C=2C=C(C#N)C=CC2 3-((1S,2S)-2-(6-(2,4-dioxo-1,2,3,4-tetrahydropyrimidin-5-yl)imidazo[1,2-b]pyridazin-8-yl)cyclopropyl)benzonitrile